C(C=C)(=O)O.C(C=C)(=O)O.C1(O)=CC=C(O)C=C1 hydroquinone diacrylate